9-[3-(4,6-diphenyl-[1,3,5]triazin-2-yl)-biphenyl-2-yl]-9H-carbazole C1(=CC=CC=C1)C1=NC(=NC(=N1)C1=CC=CC=C1)C=1C(=C(C=CC1)C1=CC=CC=C1)N1C2=CC=CC=C2C=2C=CC=CC12